3-Iodo-1-methylpyrazole IC1=NN(C=C1)C